(R)-6-(2-methoxypropoxy)-4-(6-(piperazin-1-yl)pyridin-3-yl)pyrazolo[1,5-a]pyridine-3-carbonitrile dihydrochloride Cl.Cl.CO[C@@H](COC=1C=C(C=2N(C1)N=CC2C#N)C=2C=NC(=CC2)N2CCNCC2)C